CC1=C(C=CC=C1)C1=NC2=CC=CC=C2C=N1 2-(2-methylphenyl)quinazoline